C(C1=CC=CC=C1)N1C2=NC=NC(=C2N=C1C1=C(C=C(OCCN2CCN(CC2)C(=O)OC(C)(C)C)C=C1)C)OC(C)C tert-butyl 4-(2-(4-(9-benzyl-6-isopropoxy-9H-purin-8-yl)-3-methylphenoxy)ethyl)piperazine-1-carboxylate